5-chloro-7-(3,3-dimethylpyrrolidin-1-yl)pyrazolo[1,5-a]pyrimidine ClC1=NC=2N(C(=C1)N1CC(CC1)(C)C)N=CC2